C1(CC1)OC1=NNC=C1NC=1N=CC2=C(N1)N(C(C21CC1)=O)[C@H]1C[C@@H](CCC1)O 2'-((3-cyclopropoxy-1H-pyrazol-4-yl)amino)-7'-((1R,3R)-3-hydroxycyclohexyl)spiro[cyclopropane-1,5'-pyrrolo[2,3-d]pyrimidin]-6'(7'H)-one